NCCNC(=O)N[C@H]1CC[C@@]2([C@H]3CC[C@@]4([C@H](CC[C@@]4([C@@H]3CC[C@@]2(C1)O)O)C=1C=CC(OC1)=O)C)C 1-(2-aminoethyl)-3-((3S,5S,8R,9S,10R,13R,14S,17R)-5,14-dihydroxy-10,13-dimethyl-17-(2-oxo-2H-pyran-5-yl)hexadecahydro-1H-cyclopenta[a]phenanthren-3-yl)urea